C(C)(C)(C)OC(=O)N1C(CC1)O.NC=1C=C(N)C=CC1 3-aminoaniline tert-butyl-2-hydroxyazetidine-1-carboxylate